glycerol mono-citrate C(CC(O)(C(=O)O)CC(=O)O)(=O)O.OCC(O)CO